NC1CCC(CC1)NC=1N=CC2=C(N1)N(C(C(=C2)C2=C(C(=C(C(=C2)F)NS(=O)(=O)CC2=CC=CC=C2)F)F)=O)C(C)C N-(4-(2-(((1r,4r)-4-aminocyclohexyl)-amino)-8-isopropyl-7-oxo-7,8-dihydropyrido-[2,3-d]pyrimidin-6-yl)-2,3,6-trifluoro-phenyl)-1-phenyl-methanesulfonamide